6-Amino-3-((1R,3S)-4'-chloro-3-(3,5-dimethyl-1H-pyrazol-1-yl)-1',2'-dihydrospiro[cyclopentane-1,3'-pyrrolo[2,3-b]pyridin]-5'-yl)-2-fluoro-N,N-dimethylbenzamide NC1=CC=C(C(=C1C(=O)N(C)C)F)C=1C(=C2C(=NC1)NC[C@]21C[C@H](CC1)N1N=C(C=C1C)C)Cl